2-Oxo-2-((1-(pyrimidin-2-yl)ethyl)((5-(trifluoromethyl)pyridin-2-yl)methyl)amino)acetic acid O=C(C(=O)O)N(CC1=NC=C(C=C1)C(F)(F)F)C(C)C1=NC=CC=N1